1-undecyl ether C(CCCCCCCCCC)OCCCCCCCCCCC